O[C@H]1C[C@@H]2[C@H](N([C@H]1CC2)[C@H](C)C2=CC=CC=C2)C(=O)OCC ethyl (1S,3S,4R,6S)-6-hydroxy-2-[(1R)-1-phenylethyl]-2-azabicyclo[2.2.2]octane-3-carboxylate